tert-Butyl N-(4-bromo-7-fluoro-1,3-benzothiazol-2-yl)carbamate BrC1=CC=C(C2=C1N=C(S2)NC(OC(C)(C)C)=O)F